α-Acetylbutyrolacton C(C)(=O)C1C(=O)OCC1